FC(C1=NN=C(S1)C1=NC(=NC2=C(C=C(C=C12)S(=O)(=O)NC1(CC1)C)N1C[C@@H](N[C@H](C1)C)C(F)F)C)F |r| rac-4-(5-(difluoromethyl)-1,3,4-thiadiazol-2-yl)-8-((3R,5S)-3-(difluoromethyl)-5-methylpiperazin-1-yl)-2-methyl-N-(1-methylcyclopropyl)quinazoline-6-sulfonamide